3-[[4-[(2R)-2-[(7-bromoimidazo[1,2-a]pyridin-2-yl)methylamino]-4,4-dimethyl-pentoxy]-6-(2,6-dimethylphenyl)pyrimidin-2-yl]sulfamoyl]benzoic acid BrC1=CC=2N(C=C1)C=C(N2)CN[C@@H](COC2=NC(=NC(=C2)C2=C(C=CC=C2C)C)NS(=O)(=O)C=2C=C(C(=O)O)C=CC2)CC(C)(C)C